4-fluorobenzyl 1,2,3,4-tetrahydroquinoline-6-carboxylate N1CCCC2=CC(=CC=C12)C(=O)OCC1=CC=C(C=C1)F